C(#N)CCC[SiH2]CC(OCC)OCC 3-cyanopropyldiethoxyethylsilane